N-((5-Chloro-4-(((ethyl(methyl)amino)methylen)amino)-2-methylphenyl)(ethyl)(oxo)-λ6-sulfaneyliden)-3-methoxybenzamid ClC=1C(=CC(=C(C1)S(=NC(C1=CC(=CC=C1)OC)=O)(=O)CC)C)N=CN(C)CC